C(CCCCC)C(CCC)P(CCCC)CCCC hexyltributylphosphine